Lithium fluorosulfonyltrifluoromethanesulfonylamide FS(=O)(=O)[N-]S(=O)(=O)C(F)(F)F.[Li+]